FC(OC1=CC2=C(C(=NO2)N2C(N3[C@H](CC2)C([C@@H](C3)NS(=O)(=O)CC)(F)F)=O)C(=C1)C1=C(C=C(C=C1F)F)F)F N-{(4aR,6R)-2-[6-(difluoromethoxy)-4-(2,4,6-trifluorophenyl)-1,2-benzoxazol-3-yl]-5,5-difluoro-1-oxooctahydropyrrolo[1,2-c]pyrimidin-6-yl}ethanesulfonamide